BrC=1C=CC(=C(NCCC(=O)O)C1)Cl 3-(5-bromo-2-chloro-anilino)propionic acid